1-[(4-methoxyphenyl)methyl]triazole-4-carbaldehyde COC1=CC=C(C=C1)CN1N=NC(=C1)C=O